(bromomethyl)-4-(2-(2-(2-methoxyethoxy)ethoxyethyl)ethoxy)benzene BrCC1=CC=C(C=C1)OCCCCOCCOCCOC